S1C(=NC2=C1C=CC=C2)SCC=C(C=C[Sn](CCCC)(CCCC)CCCC)C 1-(benzothiazol-2-yl)sulfanyl-5-(tri-n-butylstannyl)-3-methylpent-2,4-diene